CC1=C(N=CC(=N1)NC(CCC(=O)N1C=2N(CCC1)N=C(C2)C)=O)C=2C=NC=CC2 N-(6-methyl-5-(pyridin-3-yl)pyrazin-2-yl)-4-(2-methyl-6,7-dihydropyrazolo[1,5-a]pyrimidin-4(5H)-yl)-4-oxobutanamide